C(C)(C)(C)C=1C=C(C=C(C1)C(C)(C)C)C1=CC=C2C=CN(C2=C1)P(Cl)N1C=CC2=CC=C(C=C12)C1=CC(=CC(=C1)C(C)(C)C)C(C)(C)C bis[6-(3,5-di-tert-butylphenyl)-1H-indolyl]chlorophosphine